(4-((cyclohexylmethyl)amino)-2-(methylthio)pyrimidin-5-yl)methanol C1(CCCCC1)CNC1=NC(=NC=C1CO)SC